P(=O)(O)(O)O[C@@H]1[C@H](O)[C@@H](O)[C@H](O)[C@H](O1)CO l-O-phosphono-α-D-glucopyranose